C(C)OP(=O)(OCC)COS(=O)(=O)C1=CC=C(C=C1)C.C1(CC1)C1=CN(C2=C1C=NC(=C2)NC(C)=O)C2=CN(C(C=C2)=O)C(C)C N-(3-cyclopropyl-1-(1-isopropyl-6-oxo-1,6-dihydropyridin-3-yl)-1H-pyrrolo[3,2-C]pyridin-6-yl)acetamide (diethoxyphosphoryl)methyl-4-methylbenzenesulfonate